2-thiopheneformaldehyde S1C(=CC=C1)C=O